bis(5-nitrotetrazole) cobalt [Co].[N+](=O)([O-])C1=NN=NN1.[N+](=O)([O-])C1=NN=NN1